4-{5-[(4-bromobenzylidene)amino]-1,3,4-thiadiazol-2-yl}catechol BrC1=CC=C(C=NC2=NN=C(S2)C=2C=C(C(O)=CC2)O)C=C1